tert-Butyl (2-(5-(2-((8-carbamoylbenzo[c][2,6]naphthyridin-5-yl)amino)ethyl)-4H-1,2,4-triazol-3-yl)ethyl)(3-chloro-4-(trifluoromethoxy)benzyl)carbamate C(N)(=O)C=1C=CC2=C(N=C(C3=CC=NC=C23)NCCC=2NC(=NN2)CCN(C(OC(C)(C)C)=O)CC2=CC(=C(C=C2)OC(F)(F)F)Cl)C1